6-cyclopropyl-5-fluoro-N-(8-fluoro-7-(2-hydroxypropan-2-yl)-2-(piperidin-4-yl)imidazo[1,2-a]pyridin-6-yl)pyridinecarboxamide C1(CC1)C1=C(C=CC(=N1)C(=O)NC=1C(=C(C=2N(C1)C=C(N2)C2CCNCC2)F)C(C)(C)O)F